O=C1NC(CCC1N1C(C2=CC=C(C=C2C1=O)NC[C@@H]1C[C@H](C1)N1N=C(C(=C1)C1=NC(=CC=C1)C)C)=O)=O 2-(2,6-dioxopiperidin-3-yl)-5-(((trans-3-(3-methyl-4-(6-methylpyridin-2-yl)-1H-pyrazol-1-yl)cyclobutyl)methyl)amino)isoindoline-1,3-dione